tert-butyl 3-(2-(6-(trifluoromethyl)nicotinoyl)hydrazine-1-carbonyl)piperidine-1-carboxylate FC(C1=NC=C(C(=O)NNC(=O)C2CN(CCC2)C(=O)OC(C)(C)C)C=C1)(F)F